(S)-2-isobutyryl-N-methyl-N-(1-phenylethyl)isoindoline-5-sulfonamide C(C(C)C)(=O)N1CC2=CC=C(C=C2C1)S(=O)(=O)N([C@@H](C)C1=CC=CC=C1)C